4-((1-acetylindolin-7-yl)amino)-2-chloropyrimidin-5-carbonitrile C(C)(=O)N1CCC2=CC=CC(=C12)NC1=NC(=NC=C1C#N)Cl